nicotine ferulate C(\C=C\C1=CC(OC)=C(O)C=C1)(=O)O.N1=CC=CC(=C1)C1N(C)CCC1